6-chloro-2-(3-(1,1-difluoro-2-methoxyethyl)-1H-1,2,4-triazol-5-yl)-7-fluoro-3-(1H-imidazol-1-yl)-5-methoxy-1-methyl-1H-indole ClC1=C(C=C2C(=C(N(C2=C1F)C)C1=NC(=NN1)C(COC)(F)F)N1C=NC=C1)OC